C(C)OC1=NC(=NC=C1C(=O)NC=1C=C(C=2N(C1)C=C(N2)C)F)N2CC1N(CC2)CCC1 4-ethoxy-N-{8-fluoro-2-methylimidazo[1,2-a]pyridin-6-yl}-2-{octahydropyrrolo[1,2-a]pyrazin-2-yl}pyrimidine-5-carboxamide